3-(tert-butoxycarbonyl)-6-methyl-5,18-dioxo-9,12,15,19-tetraoxa-3,6-diazadocos-21-enoic acid C(C)(C)(C)OC(=O)N(CC(=O)O)CC(N(CCOCCOCCOCCC(OCC=C)=O)C)=O